FC(C1=CC=C(CCOC=2C=C3C(=CNC3=CC2)NC(C2=CC=NC=C2)=O)C=C1)(F)F N-(5-(4-(trifluoromethyl)phenethoxy)-1H-indol-3-yl)isonicotinamide